tetramethyltriethylammonium acetate C(C)(=O)[O-].CC(C([NH+](CC)CC)(C)C)C